COC=1C=C(C=CC1OC)S(=O)(=O)/C=C/CNC(=O)C=1C(NC=2CCCCC2C1)=O N-[(2E)-3-(3,4-dimethoxybenzenesulfonyl)prop-2-en-1-yl]-2-oxo-1,2,5,6,7,8-hexahydroquinoline-3-carboxamide